NCCCCCC(=O)NCCCNC1=CC=C(C=C1)C(C(N[C@H](CCCN\C(=N/C(NCCNC(CC)=O)=O)\N)C(NCC1=CC=C(C=C1)O)=O)=O)C1=CC=CC=C1 6-amino-N-(3-((4-((4R,Z)-9-amino-4-((4-hydroxybenzyl)carbamoyl)-2,11,16-trioxo-1-phenyl-3,8,10,12,15-pentaazaoctadec-9-en-1-yl)phenyl)amino)propyl)hexanamide